CC=1N=CSC1C=1C=NN(C1)C(C)CC 4-methyl-5-(1-(butan-2-yl)pyrazole-4-yl)-1,3-thiazole